3-trifluoromethyl-5,6,7,8-tetrahydro-imidazo[1,5-a]pyrazine-1-carboxylic acid methyl ester COC(=O)C=1N=C(N2C1CNCC2)C(F)(F)F